NC\C=C(\CN1C(=NC2=C1C=C(C=C2C2=CC(=CC=C2)S(=O)(=O)N2CCCC2)C(=O)OC)C)/F Methyl (Z)-1-(4-amino-2-fluorobut-2-en-1-yl)-2-methyl-4-(3-(pyrrolidin-1-ylsulfonyl)phenyl)-1H-benzo[d]imidazole-6-carboxylate